2-butyne-1,4-diol dicyclohexanecarboxylate C1(CCCCC1)C(=O)OCC#CCOC(=O)C1CCCCC1